N1(C=NC=C1)C(=O)O[C@H]1COCC1 (R)-tetrahydrofuran-3-yl 1H-imidazole-1-carboxylate